(E)-N'-(trifluoroacetyl)oxacyclohexane-3-carboxylic acid hydrazide FC(C(=O)NNC(=O)C1COCCC1)(F)F